4-Fluoro-1-isopropyl-1H-[1,2,3]triazolo[4,5-h]quinazolin-8-yl trifluoromethanesulfonate FC(S(=O)(=O)OC1=NC=2C3=C(C(=CC2C=N1)F)N=NN3C(C)C)(F)F